4a,8a-dihydroquinolin-2(1H)-one N1C(C=CC2C=CC=CC12)=O